ClC1=C2C=C(NC2=CC(=C1)C1=CC=CC=C1)C(=O)N1[C@@H]([C@@H]2[C@H](C1)CCC2)C(=O)N[C@@H](C[C@H]2C(NCC2)=O)C(CO)=O (1S,3aR,6aS)-2-(4-chloro-6-phenyl-1H-indole-2-carbonyl)-N-[(2S)-4-hydroxy-3-oxo-1-[(3S)-2-oxopyrrolidin-3-yl]butan-2-yl]-hexahydro-1H-cyclopenta[c]pyrrole-1-carboxamide